Racemic-cis-benzyl {[5-(3-hydroxycyclopentyl)-4-iodo-2-(2-methylprop-2-yl)pyrazol-3-yl]amino}methanoate O[C@H]1C[C@H](CC1)C=1C(=C(N(N1)C(C)(C)C)NC(=O)OCC1=CC=CC=C1)I |r|